CN(CC(=O)[O-])CC1=CC=C(C=C1)C#CC1=CC=C(C=C1)C1=CC(=NO1)CN1C(=NC=C1)[C@H](C)OC1OCCCC1 methyl(4-((4-(3-((2-((1S)-1-((tetrahydro-2H-pyran-2-yl)oxy)ethyl)-1H-imidazol-1-yl)methyl)isoxazol-5-yl)phenyl)ethynyl)benzyl)glycinate